CC1=CN=CN1CCCNC(N)=N 3-(3-(5-methyl-1H-imidazol-1-yl)propyl)guanidin